4-bromo-1-(1,1,1-trifluoro-2-methylpropan-2-yl)pyrazole BrC=1C=NN(C1)C(C(F)(F)F)(C)C